2-(2,6-Dioxopiperidin-3-yl)-5-(3-(piperidin-4-yl)azetidin-1-yl)isoindoline-1,3-dione O=C1NC(CCC1N1C(C2=CC=C(C=C2C1=O)N1CC(C1)C1CCNCC1)=O)=O